(3,5-di-tert-butyl-4-hydroxyphenyl)allyl alcohol C(C)(C)(C)C=1C=C(C=C(C1O)C(C)(C)C)C=CCO